C12(CC(C1)C2)C(=O)N2[C@H]([C@H](C(C2)(F)F)NS(=O)(=O)CC)CC2=CC(=CC=C2)C2=NC=CC(=C2)C N-[(2S,3R)-1-(bicyclo[1.1.1]pentane-1-carbonyl)-4,4-difluoro-2-{[3-(4-methyl-pyridin-2-yl)phenyl]methyl}pyrrolidin-3-yl]ethanesulfonamide